1-chloro-3-(methoxymethyl)-5-vinylbenzene ClC1=CC(=CC(=C1)C=C)COC